ClC=1C=CC=2N(C1)N=CC2S(=O)(=O)NC=2C(=NC(=C(C2)F)CC2C(C2)(F)F)OC 6-chloro-N-(6-((2,2-difluorocyclopropyl)methyl)-5-fluoro-2-methoxypyridin-3-yl)pyrazolo[1,5-a]pyridine-3-sulfonamide